ClC=1C=C2C=C(NC2=CC1OCC1=CC(=NO1)C)CNC(=O)NCCF 1-((5-chloro-6-((3-methylisoxazol-5-yl)methoxy)-1H-indol-2-yl)methyl)-3-(2-fluoroethyl)urea